CN1N=NC2=C1C=CC(=C2C)C(C(C(=O)O)(C)C)C2=CC(=C(C=C2)C)CN2C[C@H](OC1=C(C=C3C=CN=CC3=C1)C2)CC 3-(1,4-dimethyl-1H-benzo[d][1,2,3]triazol-5-yl)-3-(3-(((R)-2-ethyl-2,3-dihydro-[1,4]oxazepino[6,7-g]isoquinolin-4(5H)-yl)methyl)-4-methylphenyl)-2,2-dimethylpropionic acid